C(C)N(C(=O)OC=1C(=CC(=C(C1)SSSC1=C(C=C(C(=C1)OC(=O)N(CC)CC)F)Cl)Cl)F)CC bis(5-diethylaminocarbonyloxy-2-chloro-4-fluorophenyl) trisulfide